[Si](C)(C)(C(C)(C)C)O[C@H]1[C@@H](O[C@@H]([C@H]1OC#C)CO[Si](C)(C)C(C)(C)C)N1C(N=CC=C1)=O 1-((2R,3R,4R,5R)-3-((tert-butyldimethylsilyl)oxy)-5-(((tert-butyldimethylsilyl)oxy)methyl)-4-(ethynyloxy)tetrahydrofuran-2-yl)-2-oxo-1,2-dihydropyrimidin